FC(OC[C@H]1N(C[C@H](C1)NC1CCC(CC1)OC)C1=CC=C(C(=O)OC)C=C1)F methyl 4-((2S,4S)-2-((difluoromethoxy)methyl)-4-(((1r,4S)-4-methoxycyclohexyl)amino)pyrrolidin-1-yl)benzoate